(E)-2-(1-((3-(6-((Hydroxyimino)methyl)-5-methyl-4-oxo-7-propyl-4,5-dihydro-3H-pyrrolo[3,2-d]pyrimidin-2-yl)-4-propoxyphenyl)sulfonyl)piperidin-4-yl)ethylnitrat O\N=C\C1=C(C=2N=C(NC(C2N1C)=O)C=1C=C(C=CC1OCCC)S(=O)(=O)N1CCC(CC1)CCO[N+](=O)[O-])CCC